[Zn+2].B([O-])[O-] boronate zinc